N[C@H](C)C=1C=C(N=NC1Cl)NC(C(C)(C)C)=O (R)-N-(5-(1-aminoethyl)-6-chloropyridazin-3-yl)pivalamide